[4-[[3-[4-(difluoromethoxy)phenyl]imidazo[1,2-a]pyrazin-8-yl]amino]-2-methyl-phenyl]-[4-[(2S,4R)-4-hydroxypyrrolidine-2-carbonyl]piperazin-1-yl]methanone hydrochloride Cl.FC(OC1=CC=C(C=C1)C1=CN=C2N1C=CN=C2NC2=CC(=C(C=C2)C(=O)N2CCN(CC2)C(=O)[C@H]2NC[C@@H](C2)O)C)F